FC=1C=C(C=C(C1)F)[C@@H]1N(OCC1)C1=CC(=NC=N1)NC=1C(=CC(=C(C1)NC(C=C)=O)SCCN(C)C)OC (R)-N-(5-((6-(3-(3,5-difluorophenyl)isoxazolidin-2-yl)pyrimidin-4-yl)amino)-2-((2-(dimethylamino)ethyl)thio)-4-methoxyphenyl)acrylamide